FC=1C=C(OC2(CC2)CC(=O)O)C=CC1 2-(1-(3-fluorophenoxy)cyclopropyl)acetic acid